FC=1C(=NC=CC1)S 3-fluoropyridine-2-thiol